octyl (tert-butoxycarbonyl)-L-phenylalaninate C(C)(C)(C)OC(=O)N[C@@H](CC1=CC=CC=C1)C(=O)OCCCCCCCC